CC=1C=C(C=C(C1)C)NC=NC1=CC(=CC(=C1)C)C N,N'-bis(3,5-dimethylphenyl)formamidine